trans-binaphthyl C1(=CC=CC2=CC=CC=C12)C1=CC=CC2=CC=CC=C12